Ethyl (R)-4-(3-(benzofuran-2-yl)phenyl)-3-(2-((tert-butyldiphenylsilyl)oxy)ethyl)-2-(isopropylcarbamoyl)-2,3-dihydro-1H-pyrrolo[3,4-c]pyridine-6-carboxylate O1C(=CC2=C1C=CC=C2)C=2C=C(C=CC2)C2=NC(=CC1=C2[C@H](N(C1)C(NC(C)C)=O)CCO[Si](C1=CC=CC=C1)(C1=CC=CC=C1)C(C)(C)C)C(=O)OCC